FC=1C=C(C=CC1F)C1=CC(=CC=C1)N1C(C2=CC(=CC=C2C1)C=1N=NNC1)=O 3',4'-Difluoro-3-[1-oxo-6-(1H-[1,2,3]triazol-4-yl)-1,3-dihydroisoindol-2-yl]biphenyl